BrC1=CC(=NN(C1=O)C=1C=NC=C(C1)C=1N(N=NC1)C)C(=O)O 5-Bromo-1-[5-(3-methyltriazol-4-yl)-3-pyridyl]-6-oxo-pyridazine-3-carboxylic acid